OC1=C(CNCCC2=CC(=C(C#N)C=C2OC)OC)C=CC=C1 4-(2-((2-hydroxybenzyl)amino)ethyl)-2,5-dimethoxybenzonitrile